C1(CCCCC1)C1CCCC=2N1N=C(N2)C(=O)N[C@@H]2C(N(C=1N(CC2)N=CC1)C)=O |r| 5-cyclohexyl-N-[rac-(6S)-4-methyl-5-oxo-7,8-dihydro-6H-pyrazolo[1,5-a][1,3]diazepin-6-yl]-5,6,7,8-tetrahydro-[1,2,4]triazolo[1,5-a]pyridine-2-carboxamide